CC1=NC2=CC=C(C=C2C(=C1)C1=NN(C=N1)C)C(=O)N1CCOCC1 (2-methyl-4-(1-methyl-1H-1,2,4-triazol-3-yl)quinolin-6-yl)(morpholino)methanone